2'-deoxy-5-(1,3-thiazol-2-yl)cytidine S1C(=NC=C1)C=1C(=NC(N([C@H]2C[C@H](O)[C@@H](CO)O2)C1)=O)N